N-(3-amidino-4-chlorophenyl)-5-chloro-2-(4,4-difluoroazepan-1-yl)-6-methylnicotinamide C(N)(=N)C=1C=C(C=CC1Cl)NC(C1=C(N=C(C(=C1)Cl)C)N1CCC(CCC1)(F)F)=O